OC1=C(C(=O)N(C)OC)C=CC(=C1)C(F)(F)F 2-hydroxy-N-methoxy-N-methyl-4-(trifluoromethyl)benzamide